ClC1=C(C(=CC=C1Cl)O)[C@H]1C[C@@H]2N(C([C@@H]3N(C2=O)CC[C@@H]3O)=O)CC1 (1S,5aS,7R,11aR)-7-(2,3-dichloro-6-hydroxyphenyl)-1-hydroxyhexahydro-1H-pyrido[1,2-a]pyrrolo[1,2-d]pyrazine-5,11(5aH,11aH)-dione